6-phenyl-2,4-dioxa-1,3,5-triazine C1(=CC=CC=C1)C1=NONON1